C1(CC1)C1=C2C=CNC2=C(C(=C1OC=1C=CC(=C(C#N)C1)F)F)F 5-((4-cyclopropyl-6,7-difluoro-1H-indol-5-yl)oxy)-2-fluorobenzonitrile